methyl 6-(4-(tert-butoxycarbonyl)piperazin-1-yl)pyridazine-3-carboxylate C(C)(C)(C)OC(=O)N1CCN(CC1)C1=CC=C(N=N1)C(=O)OC